NC1=CC(=C(C=C1)C=1N=NN(C1)CCC[C@@H](C(=O)O)NC(C1=CC=C(C=C1)NCC=1N=C2C(=NC(=NC2=NC1)N)N)=O)C#N (S)-5-(4-(4-Amino-2-cyanophenyl)-1H-1,2,3-triazol-1-yl)-2-(4-(((2,4-diaminopteridin-6-yl)methyl)amino)benzamido)pentanoic acid